8-(pyridin-3-yl)-3H-pyrrolo[2,3-c]isoquinoline-1-carboxylic acid N1=CC(=CC=C1)C1=CC=2C3=C(N=CC2C=C1)NC=C3C(=O)O